FC(F)(F)C1=NN2C(N=CC3=C2CCC3C(=O)N)=C1 (trifluoromethyl)-7,8-dihydro-6H-cyclopenta[e]pyrazolo[1,5-a]pyrimidine-6-carboxamide